tert-butyl-4-(7-(benzyloxy)-6-methoxyquinazolin-4-yl)-1,4-diazacycloheptane-1-carboxylic acid C(C)(C)(C)C1N(CCCN(C1)C1=NC=NC2=CC(=C(C=C12)OC)OCC1=CC=CC=C1)C(=O)O